N-{(2S,3R)-2-[(3-chloro-2-fluorophenyl)methyl]-4,4-difluoro-1-[(2R)-oxolane-2-carbonyl]pyrrolidin-3-yl}methanesulfonamide ClC=1C(=C(C=CC1)C[C@@H]1N(CC([C@@H]1NS(=O)(=O)C)(F)F)C(=O)[C@@H]1OCCC1)F